C(C)(C)(C)C1=CC=C(C=C1)C=1C=2N(C=C(N1)CN)C(=CC2)F (1-(4-(tert-butyl)phenyl)-6-fluoropyrrolo[1,2-a]pyrazin-3-yl)methanamine